CN1C(C(=CC2=C(C=C(C=C12)C1COCC1)C=1C=CC=C2C=C(N=CC12)C=1C=CC(=NC1)C(=O)NCC#CC1=CC(=CC=C1)NC1C(NC(CC1)=O)=O)C)=O 5-(8-(1,3-Dimethyl-2-oxo-7-(tetrahydrofuran-3-yl)-1,2-dihydroquinolin-5-yl)isoquinolin-3-yl)-N-(3-(3-((2,6-dioxopiperidin-3-yl)amino)phenyl)prop-2-yn-1-yl)picolinamide